BrC1=C(C=C(C=C1)S(=O)(=O)NC1CC(CCC1)O)C 4-bromo-N-(3-hydroxycyclohexyl)-3-methylbenzenesulfonamide